N-(1H-indol-4-yl)-5-(3,4,5-trimethoxyphenyl)-[1,2,4]triazolo[1,5-a]pyrazin-2-amine N1C=CC2=C(C=CC=C12)NC1=NN2C(C=NC=C2C2=CC(=C(C(=C2)OC)OC)OC)=N1